1-(5-(cyclopropylsulfanyl)-2-(difluoromethoxy)phenyl)-3-methyl-6-(pyrazolo[1,5-a]pyrimidin-3-yl)-1H-pyrazolo[4,3-c]pyridine C1(CC1)SC=1C=CC(=C(C1)N1N=C(C=2C=NC(=CC21)C=2C=NN1C2N=CC=C1)C)OC(F)F